C(C)(C)(C)OC(=O)N1[C@H](CN(C[C@@H]1C)C=1C=CC(=C2N=C(SC21)OCCO[Si](C)(C)C(C)(C)C)C(=O)OC)C methyl 7-[(3S,5S)-4-tert-butoxycarbonyl-3,5-dimethyl-piperazin-1-yl]-2-[2-[tert-butyl(dimethyl)silyl]oxyethoxy]-1,3-benzothiazole-4-carboxylate